ClC=1C=C(C2=C(C=C(O2)CNC(=O)C=2C(=NC=NC2)OCC)C1)C(=O)O[C@@H](C(F)(F)F)C (R)-1,1,1-trifluoropropan-2-yl 5-chloro-2-((4-ethoxypyrimidine-5-carboxamido)methyl)benzofuran-7-carboxylate